C(=O)(OC(C)(C)C)N[C@H](CCCNC(N)=N)C(=O)O Boc-D-Arginine